[F-].[Be+2].[Li+].[F-].[F-] lithium beryllium fluoride salt